CC=1C=C2C(=CC=NC2=CC1C)B1OC(C)(C)C(C)(C)O1 6,7-dimethylquinoline-4-boronic acid pinacol ester